N1N=CC(=C1)C=1C=C(C(=O)N2CC(CCC2)C=2C=C(OC(C(=O)OC)(C)C)C=CC2)C=CC1 methyl 2-(3-(1-(3-(1H-pyrazol-4-yl) benzoyl) piperidin-3-yl) phenoxy)-2-methylpropionate